tert-butyl-1,1,2,2-tetrafluoroethyl ether C(C)(C)(C)C(C(F)(F)OC(C(C(C)(C)C)(F)F)(F)F)(F)F